N-[(3S,4R,5S)-1-(6-benzyloxyhexyl)-4,5-dihydroxy-3-piperidyl]acetamide C(C1=CC=CC=C1)OCCCCCCN1C[C@@H]([C@H]([C@H](C1)O)O)NC(C)=O